2-(8-fluoro-3-quinolyl)-4,6,6-trimethyl-4-(phenoxymethyl)-5H-1,3-oxazine FC=1C=CC=C2C=C(C=NC12)C=1OC(CC(N1)(COC1=CC=CC=C1)C)(C)C